1-[(2-Aminoethyl)sulfanyl]ethan-1-one Hydrochloride Cl.NCCSC(C)=O